C(CCC)(=O)OC(C)=O acetic-butanic anhydride